FC=1C=C(C#N)C=CC1I 3-fluoro-4-iodo-benzonitrile